N-[(6-Amino-2-pyridyl)sulfonyl]-6-(3-fluoro-5-isobutoxyphenyl)-2-(4-phenylbutoxy)pyridin-3-carboxamid NC1=CC=CC(=N1)S(=O)(=O)NC(=O)C=1C(=NC(=CC1)C1=CC(=CC(=C1)OCC(C)C)F)OCCCCC1=CC=CC=C1